1-(4-methylquinazolin-2-yl)-3-(2-(pyridin-4-yl)ethyl)guanidine CC1=NC(=NC2=CC=CC=C12)NC(=N)NCCC1=CC=NC=C1